Bromoethylazidodifluoroacetamide BrCCNC(C(F)(F)N=[N+]=[N-])=O